FC(C1=CC=C(C(=O)ON)C=C1)(F)F O-(4-(trifluoromethyl)benzoyl)hydroxylamine